5-[4-[2-[4-[(1,3-dioxo-2-benzofuran-5-yl)oxy]phenyl]propan-2-yl]phenoxy]-2-benzofuran-1,3-dione O=C1OC(C2=C1C=CC(=C2)OC2=CC=C(C=C2)C(C)(C)C2=CC=C(OC1=CC3=C(C(OC3=O)=O)C=C1)C=C2)=O